FC(C=1C=C(C=CC(=O)NC(=N)N)C=CC1)(F)F 3-(Trifluoromethyl)cinnamoylguanidin